2-methyl-6-propyl-1,4-phenylene ether CC1=C2C(=CC(=C1)O2)CCC